N-(1H-benzimidazol-2-yl)-2-fluorobenzamide N1C(=NC2=C1C=CC=C2)NC(C2=C(C=CC=C2)F)=O